[5-(5-bromo-2-pyridinyl)-3-methyl-triazol-4-yl]methanol BrC=1C=CC(=NC1)C1=C(N(N=N1)C)CO